ClC1=C(C=CC=C1)C=1C=CC2=C(N=CCO2)C1 6-(2-chlorophenyl)-1,4-benzoxazine